C(C)OCC=1N(C2=C(C(=NC(=C2I)C)N)N1)C 2-(ethoxymethyl)-7-iodo-1,6-dimethyl-imidazo[4,5-c]pyridin-4-amine